3-nitrophenylacetamide [N+](=O)([O-])C=1C=C(C=CC1)CC(=O)N